ClC1=C(C=CC=C1)N1NC=2C(=C(N(C(C2)=O)CC2=CC=NC=C2)C2=C(C=C(C=C2)OC)F)C1=O 2-(2-chlorophenyl)-4-(2-fluoro-4-methoxyphenyl)-5-(pyridin-4-ylmethyl)-1H-pyrazolo[4,3-c]pyridine-3,6(2h,5h)-dione